3-acetoxy-3-ethynyl-pyrrolidine-1-carboxylic acid tert-butyl ester C(C)(C)(C)OC(=O)N1CC(CC1)(C#C)OC(C)=O